ONC(/C=C/C1=C(C=CC=C1)NC(=O)C1=CN=C(S1)C=1C=NN(C1)C)=O (E)-N-(2-(3-(hydroxyamino)-3-oxoprop-1-en-1-yl)phenyl)-2-(1-methyl-1H-pyrazol-4-yl)thiazole-5-carboxamide